N1(CCOCC1)NC(=O)[C@H]1CN(C)[C@@H]2CC3=CNC4=CC=CC(C2=C1)=C34 D-N-morpholinyllysergamide